N-(4-Aminobutyl)-3-chloro-5-(1-(isochinolin-4-yl)-5-(trifluoromethyl)-1H-pyrazol-4-carboxamido)picolinamid NCCCCNC(C1=NC=C(C=C1Cl)NC(=O)C=1C=NN(C1C(F)(F)F)C1=CN=CC2=CC=CC=C12)=O